N-(6-cyano-4-fluoro-1-(1-methylcyclobutyl)-1H-benzo[d]imidazol-2-yl)-3,3-dimethylbutanamide C(#N)C=1C=C(C2=C(N(C(=N2)NC(CC(C)(C)C)=O)C2(CCC2)C)C1)F